ClC1=C(C=C(C=C1)CC(C(=O)O)(F)F)C(F)(F)F 4-chloro-α,α-difluoro-3-(trifluoromethyl)-benzenepropanoic acid